FC(C(=O)OCC(F)(F)F)F 2,2,2-trifluoroethyl difluoroacetate